methyl 2-(1-ethynyl-3,3-difluorocyclobutyl)acetate C(#C)C1(CC(C1)(F)F)CC(=O)OC